O1C(CCC1)COC1=CC=C(N=N1)CO (6-((tetrahydrofuran-2-yl)methoxy)pyridazin-3-yl)methanol